6-chloro-2-(4,4-difluoroazepan-1-yl)-4-methyl-N-(3-methyl-sulfonylphenyl)pyridine-3-carboxamide ClC1=CC(=C(C(=N1)N1CCC(CCC1)(F)F)C(=O)NC1=CC(=CC=C1)S(=O)(=O)C)C